N-{(2S,3R)-1-(azetidine-1-carbonyl)-4,4-difluoro-2-[(2-fluoro-3'-methyl[1,1'-biphenyl]-3-yl)methyl]pyrrolidin-3-yl}-cyclopropanesulfonamide N1(CCC1)C(=O)N1[C@H]([C@H](C(C1)(F)F)NS(=O)(=O)C1CC1)CC=1C(=C(C=CC1)C1=CC(=CC=C1)C)F